3,6-dichloro-N-(2-(methylamino)-5-(trifluoromethyl)pyridin-3-yl)picolinamide ClC=1C(=NC(=CC1)Cl)C(=O)NC=1C(=NC=C(C1)C(F)(F)F)NC